ClC1=C(C=CC=2C(=C3N(C12)CCN(C3=O)CCNC(OC(C)(C)C)=O)C=3C=NN(C3)C3OCCCC3)Cl tert-butyl N-[2-[6,7-dichloro-1-oxo-10-(1-tetrahydropyran-2-ylpyrazol-4-yl)-3,4-dihydropyrazino[1,2-a]indol-2-yl]ethyl]carbamate